N-(2-(4-((1S,4S)-2-oxa-5-azabicyclo[2.2.1]heptane-5-yl)piperidine-1-yl)-5-((6-((S)-3-(3-(dimethylamino)benzyl)isoxazolidine-2-yl)pyrimidine-4-yl)amino)-4-methoxyphenyl)acrylamide [C@@H]12OC[C@@H](N(C1)C1CCN(CC1)C1=C(C=C(C(=C1)OC)NC1=NC=NC(=C1)N1OCC[C@@H]1CC1=CC(=CC=C1)N(C)C)NC(C=C)=O)C2